(4-(4-(trifluoromethyl)benzyl)piperazin-1-yl)methanone FC(C1=CC=C(CN2CCN(CC2)C=O)C=C1)(F)F